THIENO[2,3-B]PYRIDINE S1C=CC=2C1=NC=CC2